1,6-dimethyl-4-(1-(quinolin-4-ylmethyl)piperidin-4-yl)-1,4-dihydropyrido[2,3-b]pyrazine CN1C2=C(N(C=C1)C1CCN(CC1)CC1=CC=NC3=CC=CC=C13)N=C(C=C2)C